The molecule is a prostaglandin carboxylic acid anion that is the conjugate base of prostaglandin B3, obtained by deprotonation of the carboxy group; major species at pH 7.3. It is a conjugate base of a prostaglandin B3. CC/C=C\\C[C@@H](/C=C/C1=C(C(=O)CC1)C/C=C\\CCCC(=O)[O-])O